OC1=C(C=2N(C(=C1)CCC1=CC=CC=C1)N=CN2)C(=O)NCC(=O)O 2-({[7-hydroxy-5-(2-phenylethyl)-[1,2,4]triazolo[1,5-a]pyridin-8-yl]carbonyl}amino)acetic acid